4-(5-formylfuran-2-yl)benzoic acid C(=O)C1=CC=C(O1)C1=CC=C(C(=O)O)C=C1